(1s,4s)-ethyl 4-hydroxycyclohexane-1-carboxylate OC1CCC(CC1)C(=O)OCC